FC1=C(C=CC=C1)[C@H](C)OC(=O)NC1=C(N=NN1C)C1=CC=C(C(=N1)C)NC(=O)C1CCCCC1 (1S,2S)-2-((6-(5-((((R)-1-(2-Fluorophenyl)ethoxy)carbonyl)amino)-1-methyl-1H-1,2,3-triazol-4-yl)-2-methylpyridin-3-yl)carbamoyl)cyclohexan